(racemic)-1-[(2-Bromo-1,3-thiazol-5-yl)carbonyl]piperidin-4-one BrC=1SC(=CN1)C(=O)N1CCC(CC1)=O